FC1=C(C(=O)N[C@H](C(=O)OC)CC2=CC=C(C3=CC=CC=C23)C=2C(N(C(=CC2C)C)C)=O)C(=CC(=C1)N[C@@H](C(F)(F)F)CC)F methyl (S)-2-(2,6-difluoro-4-(((R)-1,1,1-trifluorobutan-2-yl)amino) benzamido)-3-(4-(1,4,6-trimethyl-2-oxo-1,2-dihydropyridin-3-yl)naphthalen-1-yl)propanoate